COC=1C=C(CN(C2=CC=C(C=C2)CN2CCOCC2)CC2=CC(=CC=C2)N2CCCC2)C=CC1 N-(3-methoxybenzyl)-4-(morpholinomethyl)-N-(3-(pyrrolidin-1-yl)benzyl)aniline